F/C=C(\CN)/COC=1C=NC(=NC1)N1CCC(CC1)OC (E)-3-fluoro-2-(((2-(4-methoxypiperidin-1-yl)pyrimidin-5-yl)oxy)methyl)prop-2-en-1-amine